N,N,N'-trimethyl-ethylenediamine CN(CCNC)C